C(C)(C)(C)OC(=O)NCC#CC1=CC=CC=2N(C(=NC21)CNC(OCC2=CC=CC=C2)=O)COCC[Si](C)(C)C benzyl [(4-{3-[(tert-butoxycarbonyl)amino]prop-1-yn-1-yl}-1-{[2-(trimethylsilyl)ethoxy]methyl}-1H-benzimidazol-2-yl)methyl]carbamate